N-(3-benzyloxycyclobutyl)-6,7-dichloro-3-(1H-pyrazol-4-yl)-1H-indol-4-amine C(C1=CC=CC=C1)OC1CC(C1)NC=1C=2C(=CNC2C(=C(C1)Cl)Cl)C=1C=NNC1